2-(7-chloroimidazo[1,5-a]pyridin-1-yl)propanamide ClC1=CC=2N(C=C1)C=NC2C(C(=O)N)C